ClC=1C(=NC(=NC1)NC=1C(=CC(=C(C1)NC(C=C)=O)N1CCN(CC1)C)OC)N1N=C(C(=C1)CN1C[C@H]([C@H](C1)O)O)C N-(5-(5-chloro-4-(4-(((3R,4S)-3,4-dihydroxypyrrolidin-1-yl)methyl)-3-methyl-1H-pyrazol-1-yl)pyrimidin-2-ylamino)-4-methoxy-2-(4-methylpiperazin-1-yl)phenyl)acrylamide